[(1S)-1-[2-[6-(difluoromethyl)pyrimidin-4-yl]-1,2,4-triazol-3-yl]ethyl]ammonium 2,2,2-trifluoroacetate FC(C(=O)[O-])(F)F.FC(C1=CC(=NC=N1)N1N=CN=C1[C@H](C)[NH3+])F